7-(methylsulfonyl)-1-(pyridine-4-yl)-6,7,8,9-tetrahydro-3H-pyrrolo[2,3-c][2,7]naphthyridine CS(=O)(=O)N1CCC=2C3=C(N=CC2C1)NC=C3C3=CC=NC=C3